NC1=NN2C(N=CC=C2)=C1C(=O)N[C@H](C)C=1N(C(C=2C(=CC=C3C2C1CN3C)C#C)=O)C3=CC=CC=C3 (R)-2-amino-N-(1-(6-ethynyl-1-methyl-5-oxo-4-phenyl-1,2,4,5-tetrahydropyrrolo[4,3,2-de]isoquinolin-3-yl)ethyl)pyrazolo[1,5-a]pyrimidine-3-carboxamide